ClC1=NC2=CC=C(C=C2C=C1)C=1CCN(CC1)C(=O)OC(C)(C)C Tert-butyl 4-(2-chloroquinolin-6-yl)-3,6-dihydro-2H-pyridine-1-carboxylate